ClC=1C(=C(C=CC1)NC=1C2=C(N=CN1)C=NC(=C2)N2CNCCC2)F N-(3-chloro-2-fluorophenyl)-6-(tetrahydropyrimidin-1(2H)-yl)pyrido[3,4-d]pyrimidin-4-amine